C(C)(C)(C)[Ni](C(C)(C)C)(C(C)(C)C)C(C)(C)C tetra-tert-butyl-nickel